tert-Butyl (R)-(1-(2-amino-[1,2,4]triazolo[1,5-a]pyridin-5-yl)piperidin-3-yl)carbamate tert-Butyl-(R)-piperidin-3-ylcarbamate C(C)(C)(C)N(C(O)=O)[C@H]1CNCCC1.NC1=NN2C(C=CC=C2N2C[C@@H](CCC2)NC(OC(C)(C)C)=O)=N1